NC1=CC(=C(C=C1OC)N1CCN(CC1)C1CN(C1)C=1C=C2C(N(C(C2=CC1)=O)C1C(NC(CC1)=O)=O)=O)C=1C=NN(C1)C 5-(3-(4-(4-amino-5-methoxy-2-(1-methyl-1H-pyrazol-4-yl)phenyl)piperazin-1-yl)Azetidine-1-yl)-2-(2,6-dioxopiperidin-3-yl)isoindoline-1,3-dione